OC1=C(C=CC(=C1)C)C(\C=C\C1=CC=C(C=C1)OCC1=CC=CC=C1)=O (E)-1-(2-Hydroxy-4-methylphenyl)-3-(4-phenylmethoxyphenyl)prop-2-en-1-one